C1=CC=C(C=2SC3=C(C21)C=CC=C3)C3=C(C(=NC(=C3N3C2=CC=C(C=C2C=2C=C(C=CC32)C3=CC=CC=C3)C3=CC=CC=C3)N3C2=CC=C(C=C2C=2C=C(C=CC32)C3=CC=CC=C3)C3=CC=CC=C3)N3C2=C(C=1C=CC=CC31)C=NC=C2)N2C3=CC=C(C=C3C=3C=C(C=CC23)C2=CC=CC=C2)C2=CC=CC=C2 5-(4-(dibenzo[b,d]thiophen-4-yl)-3,5,6-tris(3,6-diphenyl-9H-carbazol-9-yl)pyridin-2-yl)-5H-pyrido[4,3-b]indole